((5-((1s,4s)-2,5-diazabicyclo[2.2.1]heptan-2-yl)-3-chloropyridin-2-yl)methyl)-4-(3-(5-fluoro-2-methoxypyridin-4-yl)-1H-pyrazole-5-carbonyl)-4-azaspiro[2.5]octane-7-carboxamide [C@@H]12N(C[C@@H](NC1)C2)C=2C=C(C(=NC2)CC2CC21N(CCC(C1)C(=O)N)C(=O)C1=CC(=NN1)C1=CC(=NC=C1F)OC)Cl